C(C)(C)(C)OC(N(CC=1N=C2N(N=C(C=C2)C2CC2)C1)C1=CC(=NC=2N1N=CC2C2CC2)Cl)=O (5-chloro-3-cyclopropylpyrazolo[1,5-a]pyrimidin-7-yl)((6-cyclopropylimidazo[1,2-b]pyridazin-2-yl)methyl)carbamic acid tert-butyl ester